2-hydroxy-2-(4-methoxy-3-nitrophenyl)acetonitrile OC(C#N)C1=CC(=C(C=C1)OC)[N+](=O)[O-]